FC(C1=NN=C(S1)NC(=O)C1=NN2C(C(N(CC2)CC2CCOCC2)=O)=C1C1CC1)F 3-cyclopropyl-4-oxo-5-(tetrahydropyran-4-ylmethyl)-4,5,6,7-tetrahydropyrazolo[1,5-a]pyrazine-2-carboxylic acid (5-difluoromethyl[1,3,4]thiadiazol-2-yl)amide